OC1=CC(=C(CC2=CC(=CC(=C2O)CC2=C(C=C(C(=C2)C)O)C)C)C=C1C)C 2,6-bis(4-hydroxy-2,5-dimethylbenzyl)-p-cresol